N1=CC=C(C=C1)NC1=NC=NC2=CC=CC=C12 N-(pyridin-4-yl)quinazolin-4-amine